1-(morpholin-4-yl)hexadec-15-en-1-one N1(CCOCC1)C(CCCCCCCCCCCCCC=C)=O